tertiary butyl-p-cresol C(C)(C)(C)C1=CC(=CC=C1O)C